CCCCCCOC(=O)C1=CC=CC=C1C(=O)C2=C(C=C(C=C2)N(CC)CC)O Diethylamino hydroxybenzoyl hexyl benzoat